1-benzamido-3-methyl-urea C(C1=CC=CC=C1)(=O)NNC(=O)NC